1-(3-allyl-4-(2-hydroxyethoxy)phenyl)-3-(4-isopropyl-2-(4-(trifluoromethyl)phenyl)thiazol-5-yl)propan-1-one C(C=C)C=1C=C(C=CC1OCCO)C(CCC1=C(N=C(S1)C1=CC=C(C=C1)C(F)(F)F)C(C)C)=O